(3S)- and (3R)-3-[1-cyclopropyl-5-[[4-(ethylamino)-5-(trifluoromethyl)pyrimidin-2-yl]amino]pyrazol-3-yl]-3-methyl-tetrahydrofuran-2-one C1(CC1)N1N=C(C=C1NC1=NC=C(C(=N1)NCC)C(F)(F)F)[C@]1(C(OCC1)=O)C |r|